Potassium tri(tetrabutylammonium) hydrogen pyrophosphate OP([O-])(=O)OP(=O)([O-])[O-].C(CCC)[N+](CCCC)(CCCC)CCCC.C(CCC)[N+](CCCC)(CCCC)CCCC.C(CCC)[N+](CCCC)(CCCC)CCCC.[K]